C(C)(C)(C)OC(=O)N1CCC(CC1)(CN1C=NC2=CC=C(C=C2C1=O)O)F.ClC1=C(C=C(C=N1)C1=C(C=C(C=C1)NC(CC1=C(C=CC=C1)Cl)=O)S(N)(=O)=O)C N-[4-(6-chloro-5-methylpyridin-3-yl)-3-sulfamoylphenyl]-2-(2-chlorophenyl)acetamide tert-butyl-4-fluoro-4-[(6-hydroxy-4-oxo-quinazolin-3-yl)methyl]piperidine-1-carboxylate